OCCN1N=CC(=C(C1=O)C#N)N1C[C@@H](CC1)OC1=NC=CC(=C1)C=1C(=NN(C1C)C)C (R)-2-(2-hydroxyethyl)-3-oxo-5-(3-((4-(1,3,5-trimethyl-1H-pyrazol-4-yl)pyridin-2-yl)oxy)pyrrolidin-1-yl)-2,3-dihydropyridazine-4-carbonitrile